C1(CC1)CN1C(=CC2=CC=CC=C12)C1=NC2=C(N1CC1=NC=CC=C1)C(=CC(=C2)C(=O)N2C[C@@H](C[C@H](C2)F)N)OC (3R,5R)-1-{2-[1-(cyclopropylmethyl)-1H-indol-2-yl]-7-methoxy-1-[(pyridin-2-yl)methyl]-1H-1,3-benzodiazole-5-carbonyl}-5-fluoropiperidin-3-amine